(R)-N-((R)-1-(4-chlorophenyl)-2,2,2-trifluoroethyl)-3-methylmorpholine-4-sulfonamide ClC1=CC=C(C=C1)[C@H](C(F)(F)F)NS(=O)(=O)N1[C@@H](COCC1)C